CN1C[C@H](CC1)OC=1C=C2CCN(CC2=CC1)C(=O)OC(C)(C)C tert-butyl (S)-6-((1-methylpyrrolidin-3-yl)oxy)-3,4-dihydroisoquinoline-2(1H)-carboxylate